FC(C(=O)O)(F)F.C(C)(=O)O Acetic acid trifluoroacetate salt